C(C)(=O)N1[C@H]2C[C@H]2C[C@H]1C(=O)N[C@@H](C1=CC=CC=C1)C1=CC(=C(C=C1)C1CC1)F (1S,3S,5S)-2-acetyl-N-[(S)-(4-cyclopropyl-3-fluorophenyl)(phenyl)methyl]-2-azabicyclo[3.1.0]hexane-3-carboxamide